4-((2R,3R)-3-((S)-4-benzyl-3-(fluoromethyl)piperazin-1-yl)-2-methylazetidin-1-yl)-6-(4-(1,4-dimethyl-1H-pyrazol-5-yl)piperidin-1-yl)-2-(trifluoromethyl)pyrimidine C(C1=CC=CC=C1)N1[C@@H](CN(CC1)[C@H]1[C@H](N(C1)C1=NC(=NC(=C1)N1CCC(CC1)C1=C(C=NN1C)C)C(F)(F)F)C)CF